4-(4-(piperidin-4-ylmethyl)-1H-indazol-6-yl)phenol N1CCC(CC1)CC1=C2C=NNC2=CC(=C1)C1=CC=C(C=C1)O